[2-[(Z)-[(6-chloropyridine-2-carbonyl)hydrazono]methyl]phenyl]boronic acid ClC1=CC=CC(=N1)C(=O)N\N=C/C1=C(C=CC=C1)B(O)O